BrC1=CC=C(C=C1)[C@@H]1[C@@H]2CN(CCC(CN2[C@@H]1CN1C(C2=CC=CC=C2C1=O)=O)CN(C)C)C(=O)NC1=CC=C(C=C1)OC (8R,9S,10S)-9-(4-bromophenyl)-3-[(dimethylamino)methyl]-10-[(1,3-dioxoisoindolin-2-yl)methyl]-N-(4-methoxyphenyl)-1,6-diazabicyclo[6.2.0]decane-6-carboxamide